FC(C=1C=C(C=C(C1)C(F)(F)F)NC(CCN(C(OC(C)(C)C)=O)C1CCC2=CC(=CC=C12)Br)=O)(F)F tert-butyl (3-((3,5-bis(trifluoromethyl)phenyl)amino)-3-oxopropyl)(5-bromo-2,3-dihydro-1H-inden-1-yl)carbamate